OC1(CCS(CC1)(=O)=O)C#CC1=CC2=C(OCC(C(N2C)=O)NC(C2=NC=CC(=C2)OC2=CC=CC=C2)=O)C=C1 N-(7-((4-hydroxy-1,1-dioxotetrahydro-2H-thiopyran-4-yl)ethynyl)-5-methyl-4-oxo-2,3,4,5-tetrahydrobenzo[b][1,4]Oxazepin-3-yl)-4-phenoxypicolinamide